FC1=CC2=C(C(NC3=C(O2)C=C(C=C3)C)=O)C=C1 3-fluoro-7-methyldibenzo[b,f][1,4]oxazepin-11(10H)-one